5'-O-(4,4'-Dimethoxytrityl)deoxythymidine-3'-yl-diisopropyl-4-[3,4,5-tris(octadecyloxy)benzyloxycarbonyl]phenylsilane COC1=CC=C(C(C2=CC=C(C=C2)OC)(C2=CC=CC=C2)OC[C@@H]2[C@](C[C@@H](O2)N2C(=O)NC(=O)C(C)=C2)(O)[Si](C2=CC=C(C=C2)C(=O)OCC2=CC(=C(C(=C2)OCCCCCCCCCCCCCCCCCC)OCCCCCCCCCCCCCCCCCC)OCCCCCCCCCCCCCCCCCC)(C(C)C)C(C)C)C=C1